2-(2-(ethylsulfanyl)-7-(4-(trifluoromethoxy)phenyl)pyrazolo[1,5-a]pyrimidin-3-yl)-3-methyl-6-(trifluoromethyl)-3H-imidazo[4,5-b]pyridine C(C)SC1=NN2C(N=CC=C2C2=CC=C(C=C2)OC(F)(F)F)=C1C1=NC=2C(=NC=C(C2)C(F)(F)F)N1C